4-(3-azatricyclo[6.2.2.02,7]dodeca-2,4,6-trien-5-ylamino)-2-[p-(3-morpholinopropoxy)phenylamino]pyrimidine C12C3=NC=C(C=C3C(CC1)CC2)NC2=NC(=NC=C2)NC2=CC=C(C=C2)OCCCN2CCOCC2